N'-benzyl-N'-[(5-methyl-2-pyridyl)methyl]oxamide C(C1=CC=CC=C1)N(C(C(N)=O)=O)CC1=NC=C(C=C1)C